(2S,4S)-5-oxo-4-(2,2,2-trifluoroethyl)pyrrolidin O=C1[C@@H](CCN1)CC(F)(F)F